3-(benzyloxy)-2-methylcyclobutylmesylate C(C1=CC=CC=C1)OC1C(C(C1)CS(=O)(=O)[O-])C